Ethyl (3R)-3-(7-{[(6S)-2-amino-6-ethyl-5,6,7,9-tetrahydro-8H-pyrido[2,3-c]azepin-8-yl] Methyl}-1-benzothiophen-5-yl)-3-(1,4-dimethyl-1H-benzotriazol-5-yl)propanoate NC=1C=CC2=C(CN(C[C@H](C2)CC)CC2=CC(=CC=3C=CSC32)[C@@H](CC(=O)OCC)C3=C(C2=C(N(N=N2)C)C=C3)C)N1